C(C)(CC)Cl sec.-Butylchlorid